N-(3,4-dibromobenzyl)-4-(3-(pyridin-4-ylmethyl)ureido)benzamide BrC=1C=C(CNC(C2=CC=C(C=C2)NC(=O)NCC2=CC=NC=C2)=O)C=CC1Br